O1COC2=C1C=CC(=C2)/C=C/C(=O)O (E)-3-(1,3-benzodioxol-5-yl)prop-2-enoic acid